CNC(=O)[C@H]1[C@H](O)[C@H](O)[C@H](O1)CO N-methyl-beta-D-ribofuranonamide